ClC1=CC(=C(C(=C1)C(C)C)NC(=O)NS(=O)(=O)N1CCC(CC1)O)C(C)C N-((4-Chloro-2,6-diisopropylphenyl)carbamoyl)-4-hydroxypiperidin-1-sulfonamid